(+-)-perhydro-5,5,8A-trimethyl-2-trans-naphthalen-one CC1(C2CCCC(C2(CCC1)C)=O)C